4-[4-[[4-(chloromethyl)phenyl]methyl]piperazin-1-yl]-3-fluoro-benzonitrile ClCC1=CC=C(C=C1)CN1CCN(CC1)C1=C(C=C(C#N)C=C1)F